C(C)NC(=O)N1CC2(CCN3N=C(C=C32)C=3C=C2C(=NC3)NC=C2C)C1 N-ethyl-2'-(3-methyl-1H-pyrrolo[2,3-b]pyridin-5-yl)-5',6'-dihydrospiro[azetidine-3,4'-pyrrolo[1,2-b]pyrazole]-1-carboxamide